(2S)-4-dimethylaminomethylenepyroglutamic acid methyl ester COC([C@H]1NC(C(C1)=CN(C)C)=O)=O